([(phenyl-methyl)oxy]methyl)-2,3,5,7,11,11a-hexahydro[1,3]oxazolo[3,2-a]pyrido[1,2-d]pyrazine-8-carboxamide C1(=CC=CC=C1)COCC1CN2C(CN3C(C2)=CCC(=C3)C(=O)N)O1